ClC=1C=C(C(=NC1C1CC2(C1)CCC2)C)C=2NC=1C=CN=C(C1C(C2)=O)C(=O)N 2-(5-chloro-2-methyl-6-spiro[3.3]heptan-2-yl-3-pyridyl)-4-oxo-1H-1,6-naphthyridine-5-carboxamide